((2R,3S,4R,5S)-5-((2-chloro-4-(cyclopentylamino)pyrrolo[2,1-f][1,2,4]triazin-7-yl)methyl)-3,4-dihydroxytetrahydrofuran-2-yl)methyl 2,2,2-trifluoroacetate FC(C(=O)OC[C@H]1O[C@H]([C@@H]([C@@H]1O)O)CC1=CC=C2C(=NC(=NN21)Cl)NC2CCCC2)(F)F